NC1=C(C=C(C=C1N)Br)O 2,3-diamino-5-bromophenol